FC(C(=O)O)(F)F.ClC=1C=C(C=CC1C#N)N(C1CCC(CC1)NC(=O)C=1N=NC(=CC1)N1CCNCC1)C N-((1r,4r)-4-((3-chloro-4-cyanophenyl)(methyl)amino)cyclohexyl)-6-(piperazin-1-yl)pyridazine-3-carboxamide trifluoroacetate